N-(5-cyclopentyl-3-fluoropyridin-2-yl)-2-iodo-5-nitrobenzamide C1(CCCC1)C=1C=C(C(=NC1)NC(C1=C(C=CC(=C1)[N+](=O)[O-])I)=O)F